FC1=CC=C(C=C1)C=1C=NC=2N(C1C(=O)OCC)N=C(C2)C2=CC=C(C=C2)C Ethyl 6-(4-Fluorophenyl)-2-(p-tolyl)pyrazolo[1,5-a]pyrimidine-7-carboxylate